2-((1S,4S,5R)-5-((3-(2-chloro-6-fluorophenyl)-5-cyclopropylisoxazol-4-yl)methoxy)-2-azabicyclo[2.2.1]heptan-2-yl)-4-(tetrahydro-2H-pyran-4-yl)benzo[d]thiazole-6-carboxylic acid ClC1=C(C(=CC=C1)F)C1=NOC(=C1CO[C@H]1[C@@H]2CN([C@H](C1)C2)C=2SC1=C(N2)C(=CC(=C1)C(=O)O)C1CCOCC1)C1CC1